N-(1,3-dihydroxy-2-methylpropan-2-yl)-6-((5-methyl-3-(6-methylpyridin-3-yl)isoOxazol-4-yl)methoxy)pyridazine-3-carboxamide OCC(CO)(C)NC(=O)C=1N=NC(=CC1)OCC=1C(=NOC1C)C=1C=NC(=CC1)C